(3R)-1-(2-(2-chloro-4-cyanophenoxy)-4-phenylcyclopentyl)piperidin-3-ylcarbamic acid tert-butyl ester C(C)(C)(C)OC(N[C@H]1CN(CCC1)C1C(CC(C1)C1=CC=CC=C1)OC1=C(C=C(C=C1)C#N)Cl)=O